(E)-4-Chloro-1-(4-((4-((6-methoxypyridin-3-yl)oxy)-3-methylphenyl)amino)-5,6-dihydropyrido[4',3':4,5]thieno[2,3-d]pyrimidin-7(8H)-yl)but-2-en-1-one ClC/C=C/C(=O)N1CC2=C(C3=C(N=CN=C3NC3=CC(=C(C=C3)OC=3C=NC(=CC3)OC)C)S2)CC1